ClC1=CC(=CC(=N1)N1CCN(CC1)S(=O)(=O)C1=CC=C(C=C1)NC(C1=CC(=CC=C1)B1OC(C(O1)(C)C)(C)C)=O)C(F)(F)F N-[4-[4-[6-chloro-4-(trifluoromethyl)-2-pyridyl]piperazin-1-yl]sulfonylphenyl]-3-(4,4,5,5-tetramethyl-1,3,2-dioxaborolan-2-yl)benzamide